({2-Fluoro-4'-[(6S)-6-(2-methoxy-2-oxoethyl)-2,3,9-trimethyl-6H-thieno[3,2-f][1,2,4]triazolo[4,3-a][1,4]diazepin-4-yl][1,1'-biphenyl]-4-yl}oxy)acetic acid trifluoroacetate FC(C(=O)O)(F)F.FC1=C(C=CC(=C1)OCC(=O)O)C1=CC=C(C=C1)C1=N[C@H](C=2N(C3=C1C(=C(S3)C)C)C(=NN2)C)CC(=O)OC